4-(1-(2,6-dioxopiperidin-3-yl)-2-oxo-1,2-dihydrobenzo[cd]indol-6-yl)cyclohexane-1-carboxylic acid O=C1NC(CCC1N1C(C2=C3C(C(=CC=C13)C1CCC(CC1)C(=O)O)=CC=C2)=O)=O